5-((6-(2-aminobenzo[d]thiazol-5-yl)pyridin-2-yl)oxy)-2-fluorophenol NC=1SC2=C(N1)C=C(C=C2)C2=CC=CC(=N2)OC=2C=CC(=C(C2)O)F